ClC1=CC(=C(C=C1Cl)NC(=O)N1C2CCC1CC=1C(=NC=CC12)F)C (±)-N-(4,5-dichloro-2-methylphenyl)-1-fluoro-6,7,8,9-tetrahydro-5H-5,8-epiminocyclohepta[c]pyridine-10-carboxamide